C1(=CC=C2C=CC3=C(C=CC4=CC=C1C2=C34)C3=CC=C(C=O)C=C3)C3=CC=C(C=O)C=C3 4,4'-(1,6-pyrenediyl)dibenzoaldehyde